O=C1N(CC2=CC(=CC=C12)C1=NN=CC2=CC=CC=C12)C1C(NC(CC1)=O)=O 3-(1-oxo-5-(phthalazin-1-yl)isoindolin-2-yl)piperidine-2,6-dione